(2,4,6-trimethylbenzoyl)-(2,4-dimethylphenyl)phenylphosphine oxide CC1=C(C(=O)P(C2=CC=CC=C2)(C2=C(C=C(C=C2)C)C)=O)C(=CC(=C1)C)C